[6-(m-Cyanophenyl)-4-(1-{[6-(1-methoxyethyl)-2-pyridyl]methyl}-1H-1,2,3-triazol-4-yl)-2-pyrimidinylamino]acetic acid C(#N)C=1C=C(C=CC1)C1=CC(=NC(=N1)NCC(=O)O)C=1N=NN(C1)CC1=NC(=CC=C1)C(C)OC